N-(8-oxabicyclo[3.2.1]oct-3-yl)-5-(imidazo[1,2-a]pyrimidin-6-yl)-4-methoxypyrrolo[2,1-f][1,2,4]triazin-2-amine C12CC(CC(CC1)O2)NC2=NN1C(C(=N2)OC)=C(C=C1)C=1C=NC=2N(C1)C=CN2